thieno[2,3-b]pyridine-2-carboxylic acid ethyl ester C(C)OC(=O)C1=CC=2C(=NC=CC2)S1